IC1=NC=2N(C(=C1)NCC1(COCC1)C1=CC=CC=C1)N=C(C2)C 5-iodo-2-methyl-N-((3-phenyltetrahydrofuran-3-yl)methyl)pyrazolo[1,5-a]pyrimidin-7-amine